ClC1=C(C=CC=C1F)C1CCN(CC1)C(=O)C1=NNC=2CN(CCC21)C(=O)OC(C)(C)C tert-butyl 3-(4-(2-chloro-3-fluorophenyl)piperidine-1-carbonyl)-1,4,5,7-tetrahydro-6H-pyrazolo[3,4-c]pyridine-6-carboxylate